CNC=1C=NC(=CC1[N+](=O)[O-])SC(F)(F)F N-methyl-4-nitro-6-(trifluoromethylsulfanyl)pyridin-3-amine